OC1=CC=C2N=CC(=NC2=C1)C=1C=NN(C1)C1CCN(CC1)C(=O)OC(C)(C)C tert-butyl 4-[4-(7-hydroxyquinoxalin-2-yl)pyrazol-1-yl]piperidine-1-carboxylate